(propan-2-yl)pyridine-2-carboxamide CC(C)C=1C(=NC=CC1)C(=O)N